C(CCCCCCC\C=C/C\C=C/CCCCC)(=O)OCCC(CCOC(CCC(OCCCCCCCC)OCCCCCCCC)=O)O[Si](C)(C)C(C)(C)C 5-((4,4-bis(octyloxy)butanoyl)oxy)-3-((tert-butyldimethylsilyl)oxy)pentyl (9Z,12Z)-octadeca-9,12-dienoate